1,1,3,3-tetrakis(Mercaptomethylthio)-2-thiapropane SCSC(SC(SCS)SCS)SCS